FC1=CC=C(CC2=CC3=C(NC2=O)CCN3)C=C1 6-(4-fluorobenzyl)-5-oxo-2,3,4,5-tetrahydro-1H-pyrrolo[3,2-b]pyridine